O=C1NC=CC2=C(C=CC=C12)N1N=CC(=C1C(F)(F)F)C(=O)NC1=CC(=NC=C1)C(F)(F)F (1-OXO-1,2-DIHYDROISOCHINOLIN-5-YL)-5-(TRIFLUOROMETHYL)-N-(2-(TRIFLUOROMETHYL)PYRIDIN-4-YL)-1H-PYRAZOL-4-CARBOXAMID